2-(3-isopropyl-5-(piperidin-4-yl)-1H-indol-2-yl)-4,5,6,7-tetrahydrothiazolo[5,4-c]pyridine C(C)(C)C1=C(NC2=CC=C(C=C12)C1CCNCC1)C=1SC=2CNCCC2N1